1-[4-[4-(6-methoxypyrazolo[1,5-a]pyridin-4-yl)phenyl]piperazin-1-yl]-3-phenyl-prop-2-yn-1-one COC=1C=C(C=2N(C1)N=CC2)C2=CC=C(C=C2)N2CCN(CC2)C(C#CC2=CC=CC=C2)=O